3-[4-(2,6-dibenzyloxy-3-pyridyl)phenyl]propan-1-ol C(C1=CC=CC=C1)OC1=NC(=CC=C1C1=CC=C(C=C1)CCCO)OCC1=CC=CC=C1